(S)-2-[(S)-2-acetamido-3-(1H-indol-3-yl) propionylamino]-5,5-dimethylhexanoate C(C)(=O)N[C@H](C(=O)N[C@H](C(=O)[O-])CCC(C)(C)C)CC1=CNC2=CC=CC=C12